1-benzyl-N5-phenyl-1H-1,2,4-triazole-3,5-diamine C(C1=CC=CC=C1)N1N=C(N=C1NC1=CC=CC=C1)N